6-bromo-4-(trifluoromethyl)phthalazin-1(2H)-one BrC=1C=C2C(=NNC(C2=CC1)=O)C(F)(F)F